(S)-3,3-dimethyltetrahydropyrrolo[1,2-c]oxazol-5(3H)-one CC1(OC[C@H]2N1C(CC2)=O)C